O=[Sn]=O.[In] indium oxidotin oxide